(S)-3-chloro-4-((3,5-difluoropyridin-2-yl)methoxy-d2)-2'-(3-(3-hydroxypentan-3-yl)-1H-pyrazol-1-yl)-5',6-dimethyl-2H-[1,4'-bipyridin]-2-one ClC=1C(N(C(=CC1OC([2H])([2H])C1=NC=C(C=C1F)F)C)C1=CC(=NC=C1C)N1N=C(C=C1)C(CC)(CC)O)=O